(1s,4s)-4-((2-((2-(1-(Cyclopropylsulfonyl)-1H-pyrazol-4-yl)pyrimidin-4-yl)amino)-5-(3-methyl-3-morpholinobut-1-yn-1-yl)pyridin-4-yl)amino)cyclohexan-1-ol C1(CC1)S(=O)(=O)N1N=CC(=C1)C1=NC=CC(=N1)NC1=NC=C(C(=C1)NC1CCC(CC1)O)C#CC(C)(N1CCOCC1)C